FC=1C=CC2=C(CCO2)C1CNC1=NC=C(C2=CC(=NC=C12)OC)C1=CC(=NN1C)C#N 5-(1-(((5-fluoro-2,3-dihydrobenzofuran-4-yl)methyl)amino)-6-methoxy-2,7-naphthyridin-4-yl)-1-methyl-1H-pyrazole-3-carbonitrile